1-ethyl-2-methylpropyl bromoformate BrC(=O)OC(C(C)C)CC